ClC1=C(C(=CC=C1)CC)C1=NC=C(C=N1)C(=O)N (2-chloro-6-ethylphenyl)pyrimidine-5-carboxamide